S1C(=NC2=C1C=CC=C2)CCC\C(\C(\C)=N\NC(NC)=S)=N/NC(NC)=S (2E,2'E)-2,2'-(6-(benzo[d]thiazol-2-yl)hexane-2,3-diylidene)bis(N-methylhydrazine-1-carbothioamide)